4-((R)-(3-fluorophenyl)(hydroxy)methyl)-7-azabicyclo[2.2.1]heptane-7-carboxylate FC=1C=C(C=CC1)[C@H](C12CCC(CC1)N2C(=O)[O-])O